C(C)(C)(C)OC(=O)NC1=C(CNC=2C(=C(C(=O)OC)C(=CC2)C)F)C=CC=C1 methyl 3-((2-((tert-butoxycarbonyl) amino)benzyl) amino)-2-fluoro-6-methylbenzoate